FC1=C(C=CC(=C1F)OC)C1=NNC2=NC=C(C=C21)C2=CC=C(C=C2)N2CCN(CC2)C 3-(2,3-difluoro-4-methoxyphenyl)-5-(4-(4-methylpiperazin-1-yl)phenyl)-1H-pyrazolo[3,4-b]pyridine